ClC=1C(=C(CN2CC3(CC2)CCN(CC3)C(=O)OC(C)(C)C)C=CC1)N1CCC(CC1)=O tert-butyl 2-(3-chloro-2-(4-oxopiperidin-1-yl) benzyl)-2,8-diazaspiro[4.5]decane-8-carboxylate